N[C@H]1CN(C[C@@H](C1)F)C(=O)C=1C=CC=2N(C1)N=C(C2C)C=2N(C1=C(C=CC=C1C2)C2CN(C2)C(C)=O)CC2CC2 1-(3-(2-(6-((3R,5R)-3-Amino-5-fluoropiperidine-1-carbonyl)-3-methylpyrazolo[1,5-a]pyridin-2-yl)-1-(cyclopropylmethyl)-1H-indol-7-yl)azetidin-1-yl)ethan-1-one